2-((2-chloro-3-(pyrazin-2-yl)phenyl)mercapto)pyridin ClC1=C(C=CC=C1C1=NC=CN=C1)SC1=NC=CC=C1